NC(C(=O)O)CN 2,3-diamino-propionic acid